ClC=1N=NC(=C(C1C(CCO)OC)C)Cl 3-(3,6-dichloro-5-methylpyridazin-4-yl)-3-methoxypropane-1-ol